Cl.N[C@H](C(=O)N1C[C@@H]2[C@H]3[C@H]4[C@@H](C(C2C1C(=O)O)C=C3)C4)C(C)(C)C (3aR,4R,4aR,5aS)-2-((S)-2-amino-3,3-dimethylbutanoyl)-1,2,3,3a,4,4a,5,5a,6,6a-decahydro-4,6-ethenocyclopropa[f]isoindole-1-carboxylic acid hydrochloride